N-(3-bromo-5-cyanophenyl)-4-(4-(3,5-difluorophenyl)-1H-1,2,3-triazol-1-yl)-5-hydroxy-N-((1S,2S)-2-hydroxycyclopentyl)-6-(hydroxymethyl)-3-methoxytetrahydro-2H-pyran-2-carboxamide BrC=1C=C(C=C(C1)C#N)N(C(=O)C1OC(C(C(C1OC)N1N=NC(=C1)C1=CC(=CC(=C1)F)F)O)CO)[C@@H]1[C@H](CCC1)O